F[C@H]1C[C@H](N(C1)C(CN1C[C@H](CC1)N(C1=C2C=CC=NC2=C(C=C1)OC(F)(F)F)C)=O)C#N (2S,4S)-4-fluoro-1-[2-[(3S)-3-[methyl-[8-(trifluoromethoxy)-5-quinolinyl]amino]pyrrolidin-1-yl]acetyl]pyrrolidine-2-carbonitrile